C1(CC1)C=1C(=NON1)C(=O)N[C@H](C=1N=C2N(N=C(C=C2)C[C@@H]2C(N[C@@H](C2)C(F)(F)F)=O)C1)C1CCC(CC1)(F)F 4-cyclopropyl-N-((S)-(4,4-difluorocyclohexyl)(6-(((3R,5S)-2-oxo-5-(trifluoromethyl)pyrrolidin-3-yl)methyl)imidazo[1,2-b]pyridazin-2-yl)methyl)-1,2,5-oxadiazole-3-carboxamide